C1(=CC=C(C=C1)N(C1=CC=C(C=C1)C1=CC=2C(C3=CC=C(C=C3SC2C=C1)C1=CC=C(C=C1)N(C1=CC=C(C=C1)C1=CC=CC=C1)C1=CC=C(C=C1)C1=CC=CC=C1)=O)C1=CC=C(C=C1)C1=CC=CC=C1)C1=CC=CC=C1 2,6-bis(4-(di([1,1'-biphenyl]-4-yl)amino)phenyl)-thioxanthone